(Z)-5-((6-phenylpyridin-3-yl)methylene)thiazolidin-2,4-dione C1(=CC=CC=C1)C1=CC=C(C=N1)\C=C/1\C(NC(S1)=O)=O